C(C)(C)(C)C1=CC=C(C=C)C=C1 4-tert-Butylstyren